CC(C)(C)[S@@](=O)N[C@@H]1[C@H](CC(C12CCNCC2)=O)C (R)-2-methyl-N-((3S,4R)-3-methyl-1-oxo-8-azaspiro[4.5]dec-4-yl)propane-2-sulfinamide